NC1=NC=NN2C1=CC=C2[C@H]2[C@@H]([C@@H]([C@@](O2)(C#N)COP(=O)(OC2=CC=CC=C2)N[C@@H](C)C(=O)O[C@H]2[C@@H](CCCC2)C)O)O trans-2-methylcyclohexyl ((((2R,3S,4R,5S)-5-(4-aminopyrrolo[2,1-f][1,2,4]triazin-7-yl)-2-cyano-3,4-dihydroxytetrahydrofuran-2-yl)methoxy)(phenoxy)phosphoryl)-L-alaninate